4-amino-7-chloro-1-(2-chlorophenyl)-2-oxo-1,2-dihydroquinoline-3-carboxylic acid NC1=C(C(N(C2=CC(=CC=C12)Cl)C1=C(C=CC=C1)Cl)=O)C(=O)O